COC1=C(C=CC=C1)CN1N=C(N=C1)C(=O)OC methyl 1-[(2-methoxyphenyl)methyl]-1,2,4-triazole-3-carboxylate